COC1(CC1)CC(=O)N 2-(1-methoxycyclopropyl)acetamide